ClC=1C=C(C=CC1OCCO)NC1=C2C=C(NC2=C(C=C1)F)C(=O)O 4-((3-chloro-4-(2-hydroxyethoxy)phenyl)amino)-7-fluoro-1H-indole-2-carboxylic acid